5-benzyl-N-(3-ethoxy-6-methyl-[2,4'-bipyridine]-2'-yl)-4H-1,2,4-triazole-3-carboxamide C(C1=CC=CC=C1)C=1NC(=NN1)C(=O)NC1=NC=CC(=C1)C1=NC(=CC=C1OCC)C